[N].CC1=CN=C(S1)C=1C=C2C(=CN=NC2=CC1)N[C@H](C)C=1C=NC(=NC1)C(F)(F)F 6-(5-Methylthiazol-2-yl)-N-((1R)-1-(2-(trifluoromethyl)pyrimidin-5-yl)ethyl)cinnolin-4-amine Nitrogen